FC=1C=NC(=NC1)C=1C=C(C=CC1C)NC(=O)N1[C@H]2[C@@H](C[C@@H]1CC2)C (1R,2R,4S)-N-[3-(5-fluoropyrimidin-2-yl)-4-methylphenyl]-2-methyl-7-azabicyclo[2.2.1]heptane-7-carboxamide